C(C1=CC=CC=C1)OCCN1C=CC=2C1=NC(=CC2CN2CCCC2)C=2C=C1CN(C(C1=CC2)=O)C2C(NC(CC2)=O)=O 3-(5-(1-(2-(benzyloxy)ethyl)-4-(pyrrolidin-1-ylmethyl)-1H-pyrrolo[2,3-b]pyridin-6-yl)-1-oxoisoindolin-2-yl)piperidine-2,6-dione